(R)-4-Methoxy-1-methyl-5-(2,2,2-trifluoro-1-methoxyethyl)-1H-indazol-3-amine COC1=C2C(=NN(C2=CC=C1[C@H](C(F)(F)F)OC)C)N